FC1=C2C(NC(=NC2=CC(=C1)F)C1=CC(=C(C(=C1)C)OCCO)C)=O 5,7-difluoro-2-(4-(2-hydroxyethoxy)-3,5-dimethylphenyl)quinazolin-4(3H)-one